[2-[[[(4-methyl-phenyl)sulfonyl]oxy]imino]-3(2H)-thienylidene]benzeneacetonitrile CC1=CC=C(C=C1)S(=O)(=O)ON=C1SC=CC1=C(C#N)C1=CC=CC=C1